5,10,15,20-tetraphenyl-21H,23H-porphine copper (II) [Cu+2].C1(=CC=CC=C1)C=1C2=CC=C(N2)C(=C2C=CC(C(=C3C=CC(=C(C=4C=CC1N4)C4=CC=CC=C4)N3)C3=CC=CC=C3)=N2)C2=CC=CC=C2